2,4,6-trimethylbenzoylphenyl phosphinate oxide [PH2](OC1=C(C=CC=C1)C(C1=C(C=C(C=C1C)C)C)=O)(=O)=O